N[C@@H](C)C=1N(C(C2=C(C(=CC=C2C1)F)C#CC=1C=NN(C1[2H])C)=O)C1=CC=CC=C1 (S)-3-(1-aminoethyl)-7-fluoro-8-((1-methyl-1H-pyrazol-4-yl-5-d)ethynyl)-2-phenylisoquinoline-1(2H)-one